C(C)(C)C1=C(C=CC=C1)[C@@H]1N(CCC1)C1CC2(C1)CCN(CC2)C(=O)OC(C)(C)C tert-butyl (R)-2-(2-(2-isopropylphenyl) pyrrolidin-1-yl)-7-azaspiro[3.5]nonane-7-carboxylate